C1(CO1)C1=CC=CC2=CC=CC=C12 1-(1,2-epoxyethyl)naphthalene